5-[[2-[4-[3-[1-(5-chloropyrimidin-2-yl)-4-piperidyl]propoxy]-2-fluoro-phenyl]acetyl]amino]pentanoic acid ClC=1C=NC(=NC1)N1CCC(CC1)CCCOC1=CC(=C(C=C1)CC(=O)NCCCCC(=O)O)F